NC1=CC=C2C(OC(C2=C1)=O)CC1=C(C=C(C=C1)OC(F)(F)F)C 6-amino-3-(2-methyl-4-(trifluoromethoxy)benzyl)isobenzofuran-1(3H)-one